CC1(CC(OC(C1)=O)=O)C Dihydro-4,4-dimethyl-2H-pyran-2,6(3H)-dione